ClC1=CC=C(C=N1)C1=C(C=C(C=C1)NC(CC1=C(C=C(C=C1)C)F)=O)S(N)(=O)=O N-[4-(6-Chloropyridin-3-yl)-3-sulfamoylphenyl]-2-(2-fluoro-4-methylphenyl)acetamide